CN(CCCOC1=C(C=C(C=C1)NC1=NC=C(C(=N1)NN1C(OC2=C1C=CC=C2)=O)C)C(F)(F)F)C {2-[4-(3-dimethylamino-propoxy)-3-trifluoromethyl-phenylamino]-5-methyl-pyrimidin-4-ylamino}-3H-benzooxazol-2-one